CN1CCNC2=CC=C(C=C12)C=1C=NN(C1)C 1-methyl-7-(1-methyl-1H-pyrazol-4-yl)-1,2,3,4-tetrahydroquinoxaline